ClC=1C=CC(=C(C1)C1=C(NC=2C1=NC=CC2)C2=C(C=NC=C2F)OC[C@H]2N(CCC2)C(=O)OC(C)(C)C)F tert-butyl (2S)-2-[({4-[3-(5-chloro-2-fluorophenyl)-1H-pyrrolo[3,2-b]pyridin-2-yl]-5-fluoropyridin-3-yl}oxy)methyl]pyrrolidine-1-carboxylate